(imidazo[1,2-a]pyrazin-6-yl)phenol N=1C=CN2C1C=NC(=C2)C2=C(C=CC=C2)O